(4-(2-methoxyphenyl)piperazin-1-yl)methanone COC1=C(C=CC=C1)N1CCN(CC1)C=O